4-(bromomethyl)-N-((8-fluoro-1,2,3,5,6,7-hexahydro-s-indacen-4-yl)carbamoyl)-5-methylfuran-2-sulfonimidamide BrCC=1C=C(OC1C)S(=O)(NC(NC1=C2CCCC2=C(C=2CCCC12)F)=O)=N